(2s,3s,4r,5r)-5-(6-amino-9H-purin-9-yl)-4-ethynyl-2-fluoro-2-(hydroxymethyl)tetrahydrofuran-3,4-diol NC1=C2N=CN(C2=NC=N1)[C@H]1[C@@]([C@@H]([C@](O1)(CO)F)O)(O)C#C